4-[6-(4-cyanotetrahydropyran-4-yl)pyrazolo[1,5-a]pyridin-3-yl]-2-(difluoromethoxy)-N-[(1R,2S)-2-fluorocyclopropyl]-6-methoxybenzamide C(#N)C1(CCOCC1)C=1C=CC=2N(C1)N=CC2C2=CC(=C(C(=O)N[C@H]1[C@H](C1)F)C(=C2)OC)OC(F)F